di(dodecyl)dimethoxysilane C(CCCCCCCCCCC)[Si](OC)(OC)CCCCCCCCCCCC